3-((5-(Dimethylamino)pentanoyl)oxy)-2,2-bis((octanoyloxy)methyl)propyl-4,5-dipentyldecanoat CN(CCCCC(=O)OCC(COC(CCC(C(CCCCC)CCCCC)CCCCC)=O)(COC(CCCCCCC)=O)COC(CCCCCCC)=O)C